C(CCCCCCCCCCCCCC=CCCCCCCCCCCCC)(=O)O 15-Octacosenoic acid